4-dodecyl-benzenesulfonic acid C(CCCCCCCCCCC)C1=CC=C(C=C1)S(=O)(=O)O